N-([1,1'-biphenyl]-4-yl)-4'-(carbazol-9-yl)-[1,1'-biphenyl]-4-amine C1(=CC=C(C=C1)NC1=CC=C(C=C1)C1=CC=C(C=C1)N1C2=CC=CC=C2C=2C=CC=CC12)C1=CC=CC=C1